bis(methyl)benzoyl-amide CC=1C(=C(C(=O)[NH-])C=CC1)C